NC1=CC=C(C=C1)C1=CC(=C(C(=C1)N(C1CCOCC1)CC)C)C(=O)OC Methyl 4'-amino-5-(ethyl(tetrahydro-2H-pyran-4-yl)amino)-4-methyl-[1,1'-biphenyl]-3-carboxylate